3-(AMINOMETHYL)-4-CYCLOPROPOXYPICOLINALDEHYDE NCC=1C(=NC=CC1OC1CC1)C=O